syn-3-[1-(Cyclopropylmethyl)-3-[(dimethylamino)methyl]-4-hydroxypiperidin-4-yl]benzamid C1(CC1)CN1CC(C(CC1)(O)C=1C=C(C(=O)N)C=CC1)CN(C)C